ClC(CC(CC(CCCC(OC)OC(CCCC(CC(CC(C)Cl)C)C)OC)C)C)C 8-chloro-4,6-dimethylnonylmethoxymethyl ether